C(C)(C)(C)C=1C(=C(CC2=C(C(=CC(=C2)C)CC2=C(C(=CC(=C2)C)C(C)(C)C)O)O)C=C(C1)C)O 2,6-bis(3-t-butyl-5-methyl-2-hydroxybenzyl)-4-methylphenol